CN1CCN(CC1)C1=NC=NC(=N1)C=CC1=CC=CC=C1 4-(4-methylpiperazin-1-yl)-6-styryl-1,3,5-triazin